N-((3S,4R)-4-((6-(2,6-dichloro-3,5-di-methoxyphenyl)pyrido[3,4-d]pyrimidin-2-yl)amino)-1-(2-(dimethyl-amino)ethyl)pyrrolidin-3-yl)acrylamide ClC1=C(C(=C(C=C1OC)OC)Cl)C1=CC2=C(N=C(N=C2)N[C@H]2[C@H](CN(C2)CCN(C)C)NC(C=C)=O)C=N1